1-cyclopentyl-5-[2-(trifluoromethyl)pyridin-3-yl]-1H-1,2,4-triazol C1(CCCC1)N1N=CN=C1C=1C(=NC=CC1)C(F)(F)F